C1(CC1)S(=O)(=O)NC1=NC=CC(=N1)C(C(=O)NC1=CC=C(C=C1)C1=NC(=CN=C1)OC(C)C)(C)C 2-(2-(cyclopropanesulfonylamino)pyrimidin-4-yl)-N-(4-(6-isopropoxypyrazin-2-yl)phenyl)-2-methylpropanamide